2-(2-(7-fluoro-2-oxo-2H-chromen-3-yl)-4-methyl-thiazol-5-yl)acetic acid FC1=CC=C2C=C(C(OC2=C1)=O)C=1SC(=C(N1)C)CC(=O)O